C(CC1=CC=CC=C1)C1(CC1)C(=O)N[C@@H](CCOC1CC(C1)CCC1=NC=2NCCCC2C=C1)C(=O)O N-(1-phenethylcyclopropane-1-carbonyl)-O-((1S,3S)-3-(2-(5,6,7,8-tetrahydro-1,8-naphthyridin-2-yl)ethyl)cyclobutyl)-L-homoserine